ClC=1C=C(C(=O)NC(C(=O)O)CC2=CC(NC3=CC=CC=C23)=O)C=CC1 2-(3-chlorobenzoylamino)-3-(1,2-dihydro-2-oxo-4-quinolinyl)propanoic acid